CN1N=C2C(=CC(=CC2=C1)B1OC(C(O1)(C)C)(C)C)C#N 2-methyl-5-(4,4,5,5-tetramethyl-1,3,2-dioxaborolan-2-yl)indazole-7-carbonitrile